4-(2,2-difluoro-7-((5-methoxy-7-methyl-1H-indol-4-yl)methyl-d2)-7-azaspiro[3.5]nonan-6-yl)-3-(methylamino)benzoic acid FC1(CC2(C1)CC(N(CC2)C([2H])([2H])C2=C1C=CNC1=C(C=C2OC)C)C2=C(C=C(C(=O)O)C=C2)NC)F